O=C1NC(CCC1N1C(C2=CC=CC(=C2C1=O)NCCOCCOCCOCCC(=O)NC1=CC=C(CN2C=CC3=CC=C(C=C23)C(=O)NO)C=C1)=O)=O 1-(4-(3-(2-(2-(2-((2-(2,6-dioxopiperidin-3-yl)-1,3-dioxoisoindolin-4-yl)amino)ethoxy)ethoxy)ethoxy)propanamido)benzyl)-N-hydroxy-1H-indole-6-carboxamide